tetrahydronaphthalen C1CCCC2=CC=CC=C12